8-(1-bromoethyl)-2-cyclohexyl-3,6-dimethylquinazolin-4(3H)-one BrC(C)C=1C=C(C=C2C(N(C(=NC12)C1CCCCC1)C)=O)C